OC=1C(=NC(=CC1)CCCCCN1CCN(CC1)C1=NC=CC=N1)C=O 3-Hydroxy-6-(5-(4-(pyrimidin-2-yl)piperazin-1-yl)pentyl)picolinaldehyde